2-trichloroethoxy-sulfonyl-1,2-dimethylimidazolium triflate [O-]S(=O)(=O)C(F)(F)F.ClC(COS(=O)(=O)C1(N(C=C[NH2+]1)C)C)(Cl)Cl